C(C)(=O)N1CCN(CC1)C1=CC=C(C=C1)NC1=NC=C(C(=N1)NCC1=CC(=C(C=C1)Cl)Cl)C(=O)N 2-(4-(4-acetylpiperazin-1-yl)phenylamino)-4-(3,4-dichlorobenzyl-amino)pyrimidine-5-carboxamide